C[Si]1(O[Si](O[Si](O[Si](O1)(C)C=C)(C)C=C)(C)C=C)C=C 2,4,6,8-Tetramethyltetravinylcyclotetrasiloxane